NC1=NN2C(C=C(C=C2)C=2C=NC(=C(C(=O)OC)C2)OC)=N1 methyl 5-(2-amino-[1,2,4]triazolo[1,5-a]pyridin-7-yl)-2-methoxynicotinate